C(C)(=O)OC(C1C2CN(CC12)C(=O)OCC1=CC=CC=C1)C1=CC(=CC=C1)F benzyl 6-(acetoxy (3-fluorophenyl)methyl)-3-azabicyclo[3.1.0]hexane-3-carboxylate